(R)-(1-bromoethyl)benzene Br[C@H](C)C1=CC=CC=C1